tert-butyl 4-[5-(2,6-dibenzyloxy-3-pyridyl)-2-pyridyl]-6-hydroxy-1,4-diazepane-1-carboxylate C(C1=CC=CC=C1)OC1=NC(=CC=C1C=1C=CC(=NC1)N1CCN(CC(C1)O)C(=O)OC(C)(C)C)OCC1=CC=CC=C1